5-chloro-N-((1r,4r)-4-((3-(2,5-difluorophenyl)-3-hydroxy-2-oxoindolin-1-yl)methyl)cyclohexyl)-2-methylnicotinamide ClC=1C=NC(=C(C(=O)NC2CCC(CC2)CN2C(C(C3=CC=CC=C23)(O)C2=C(C=CC(=C2)F)F)=O)C1)C